(S)-methyl-2-(1-(2-(1H-indol-3-yl)ethyl)-6,7-dimeth-oxy-3,4-dihydroisoquinoline-2(1H)-yl)acetate COC(CN1[C@H](C2=CC(=C(C=C2CC1)OC)OC)CCC1=CNC2=CC=CC=C12)=O